1-(Tert-Butyldimethylsilyloxy)-1-methoxyethylene [Si](C)(C)(C(C)(C)C)OC(=C)OC